C(C(C)C)[Sn](OCCCC)(OCCCC)OCCCC isobutyltri(butoxy)tin